4-((trifluoromethyl)phenyl)quinoline-3-carboxamide FC(F)(F)C1=C(C=CC=C1)C1=C(C=NC2=CC=CC=C12)C(=O)N